2-(3,8-diazabicyclo[3.2.1]octan-8-yl)-N-((S)-chroman-4-yl)-6,7-dihydrothiazolo[5,4-c]pyridine-5(4H)-carboxamide C12CNCC(CC1)N2C=2SC=1CN(CCC1N2)C(=O)N[C@H]2CCOC1=CC=CC=C21